5-bromo-1-chloro-2-(methoxymethoxy)-3-methylbenzene BrC=1C=C(C(=C(C1)Cl)OCOC)C